C(C1=CC=CC=C1)O[C@@H]1C(N(CC1)CCOC1=CC2=C(OC[C@@H](C(N2C)=O)NC(=O)N2N=CC(=C2)CC2=CC(=CC=C2)F)C=C1)=O N-((S)-7-(2-((S)-3-(benzyloxy)-2-oxopyrrolidin-1-yl)ethoxy)-5-methyl-4-oxo-2,3,4,5-tetrahydrobenzo[b][1,4]oxazepin-3-yl)-4-(3-fluorobenzyl)-1H-pyrazole-1-carboxamide